C1=CC2=C(C(=C(C=C2C=C1N=NC3=C(C=C(C=C3)O)N)S(=O)(=O)[O-])N=NC4=C(C=CC(=C4)S(=O)(=O)N)[O-])[O-].C1=CC2=C(C(=C(C=C2C=C1N=NC3=C(C=C(C=C3)O)N)S(=O)(=O)[O-])N=NC4=C(C=CC(=C4)S(=O)(=O)N)[O-])[O-].[Na+].[Na+].[Na+].[Cr+3] triSodium